6-(6-(azetidin-1-yl)imidazo[1,2-b]pyridazin-3-yl)-N-((3S,4S)-4-fluoropyrrolidin-3-yl)pyridin-2-amine N1(CCC1)C=1C=CC=2N(N1)C(=CN2)C2=CC=CC(=N2)N[C@H]2CNC[C@@H]2F